6-(methacryloylamino)hexyltrimethylammonium chloride [Cl-].C(C(=C)C)(=O)NCCCCCC[N+](C)(C)C